2-bromo-5-methyl-furan BrC=1OC(=CC1)C